OC1=C(C=O)C(=CC(=C1)OC)OCC=1N=C(SC1)C1=CC=C(C=C1)OC 2-hydroxy-4-methoxy-6-((2-(4-methoxyphenyl)thiazol-4-yl)methoxy)benzaldehyde